(S)-1-(1-((3-(4-((4-(morpholinomethyl)phenyl)ethynyl)phenyl)-4,5-dihydroisoxazole-5-yl)methyl)-1H-imidazol-2-yl)ethan-1-ol O1CCN(CC1)CC1=CC=C(C=C1)C#CC1=CC=C(C=C1)C1=NOC(C1)CN1C(=NC=C1)[C@H](C)O